FC=1C=C2CCN(CC2=CC1NC=1N=NC(=C(N1)NC1=NC=CC=C1OC)C(=O)N)C ((6-fluoro-2-methyl-1,2,3,4-tetrahydroisoquinolin-7-yl)amino)-5-((3-methoxypyridin-2-yl)amino)-1,2,4-triazine-6-carboxamide